N-[2-[4-(hydroxymethyl)cyclohexyl]-5-methoxy-1,3-benzothiazol-6-yl]-6-(trifluoromethyl)pyridine-2-carboxamide OCC1CCC(CC1)C=1SC2=C(N1)C=C(C(=C2)NC(=O)C2=NC(=CC=C2)C(F)(F)F)OC